tert-butyl N-[trans-3-(1-hydroxy-2-nitroethyl)cyclobutyl]carbamate OC(C[N+](=O)[O-])[C@@H]1C[C@H](C1)NC(OC(C)(C)C)=O